NC1=NN(C2=NC(=CC=C21)C2CC2)C(=O)C2CCCCC2 (3-amino-6-cyclopropyl-1H-pyrazolo[3,4-b]pyridin-1-yl)(cyclohexyl)methanone